C(C1=CC=CC=C1)N1CC(C(CC1)N1CC2(C1)CCN(CC2)C2=CC1=C(N(C(N1C)=O)C1C(NC(CC1)=O)=O)C=C2)(F)F 3-{5-[2-(1-benzyl-3,3-difluoropiperidin-4-yl)-2,7-diazaspiro[3.5]nonan-7-yl]-3-methyl-2-oxo-1,3-benzodiazol-1-yl}piperidine-2,6-dione